tert-Butyl N-[(1R)-1-[[4-[1-(benzenesulfonyl)-2-(difluoromethyl)pyrrolo[2,3-b]pyridin-4-yl]phenyl]carbamoyl]-3-methyl-butyl]carbamate C1(=CC=CC=C1)S(=O)(=O)N1C(=CC=2C1=NC=CC2C2=CC=C(C=C2)NC(=O)[C@@H](CC(C)C)NC(OC(C)(C)C)=O)C(F)F